1-(4-((4-((3-chloro-4-fluorophenyl)amino)-7-(1-methyl-1H-pyrazol-4-yl)quinazolin-6-yl)amino)piperidin-1-yl)prop-2-en-1-one ClC=1C=C(C=CC1F)NC1=NC=NC2=CC(=C(C=C12)NC1CCN(CC1)C(C=C)=O)C=1C=NN(C1)C